FC1=CC=C(CC2CCN(CC2)CCN(C(CC)=O)C2=CC=CC=C2)C=C1 N-(2-(4-(4-fluorobenzyl)piperidin-1-yl)ethyl)-N-phenylpropanamide